ClC=1C2=C(N=CN1)NC(C21CCCC1)=O 4'-chlorospiro[cyclopentane-1,5'-pyrrolo[2,3-d]pyrimidin]-6'(7'H)-one